FC(S(=O)(=O)OC1=CC(=NC2=C(C=C(C=C12)CC)Br)C)(F)F 8-bromo-6-ethyl-2-methylquinolin-4-yl trifluoromethanesulfonate